4-((S)-2-(4-cyano-2-(methoxy-d3)phenyl)-4-fluoro-2H-chromen-8-yl)piperidine C(#N)C1=CC(=C(C=C1)[C@H]1OC2=C(C=CC=C2C(=C1)F)C1CCNCC1)OC([2H])([2H])[2H]